OC=1C(OC=CC1)=O hydroxyoxo-pyran